[Se].[O].[Bi] bismuth oxygen selenium